naphthalenesulfonic acid (naphthalenesulfonate) C1(=CC=CC2=CC=CC=C12)S(=O)(=O)O.C1(=CC=CC2=CC=CC=C12)S(=O)(=O)O